BrC1=CC=C(C=C1)N1CC2(CN(C2)C(=O)OC(C)(C)C)C1 tert-butyl 6-(4-bromophenyl)-2,6-diazaspiro[3.3]heptane-2-carboxylate